6-(4-Fluoro-2-(4-methyl-4H-1,2,4-triazol-3-yl)phenyl)-2-(4-((((1-methoxy-cyclopropyl)methyl)amino)methyl)-6-methylpyridin-2-yl)isoindolin-1-one FC1=CC(=C(C=C1)C1=CC=C2CN(C(C2=C1)=O)C1=NC(=CC(=C1)CNCC1(CC1)OC)C)C1=NN=CN1C